N1[C@H](CCC1)C(=O)N1C(C(NC2=C(C1)C=CC=C2)=O)C(C)CC 4-(D-prolyl)-3-(sec-butyl)-1,3,4,5-tetrahydro-2H-benzo[1,4]diazepin-2-one